N-(3-trimethoxysilyl-propyl)urea CO[Si](CCCNC(=O)N)(OC)OC